4-bromo-5,6-dimethyl-1H-benzo[d][1,2,3]triazole BrC1=C(C(=CC=2NN=NC21)C)C